C1(CCCC1)[C@H](NC(=O)C=1C(=NOC1)CC)C1=NC2=C(N1)C=CC(=C2F)C2COCC2C(=O)N2CC(C2)(F)F N-[(S)-cyclopentyl-{5-[4-(3,3-difluoroazetidine-1-carbonyl)tetrahydrofuran-3-yl]-4-fluoro-1H-benzoimidazol-2-yl}methyl]-3-ethylisoxazole-4-carboxamide